1-(4-chloro-3-(1-hydroxyethyl)benzyl)-2-thioxo-1,2,3,5-tetrahydro-4H-pyrrolo[3,2-d]pyrimidin-4-one ClC1=C(C=C(CN2C(NC(C3=C2C=CN3)=O)=S)C=C1)C(C)O